C(C)(C)(C)OC(=O)N1C[C@H](CCC1)C(NC1=CC(=C(C=C1)F)C)=O (S)-3-((4-fluoro-3-methylphenyl)carbamoyl)piperidine-1-carboxylic acid tert-butyl ester